ClC=1C=NN(C(C1Cl)=O)[C@@H]1CC[C@H](CC1)N1C(N(C2=C1C=CC=C2)C)=O trans-1-[4-[4,5-dichloro-6-oxo-pyridazin-1-yl]cyclohexyl]-3-methyl-benzimidazol-2-one